C(C1=CC=CC=C1)OC([C@@H](CC1=CC(=C(C=C1)OC(=O)C)OC(=O)C)OC(=O)C)=O (R)-3-(3,4-bis(acetoxyl)phenyl)-2-acetoxyl-propionic acid benzyl ester